FC1=C(C=CC=C1)C1=CC(=C(C=C1)F)F 2',3,4-trifluoro-biphenyl